N1(CCSCC1)C(C)=O (thiomorpholinyl)ethan-1-one